methyl 3-[2-[5-(1-cyano-1-methyl-ethyl)-3-ethylsulfonyl-2-pyridyl] imidazo[1,2-a]pyridin-7-yl]sulfanyl-propanoate C(#N)C(C)(C)C=1C=C(C(=NC1)C=1N=C2N(C=CC(=C2)SCCC(=O)OC)C1)S(=O)(=O)CC